N[C@H]1CN(CC[C@@H]1OC)C1=NC=CC(=N1)NC=1N=CC2=C(C=CC(=C2C1)C(C)C)N1[C@@H]([C@H](C1)CS(=O)(=O)C)C N-{2-[(3S,4S)-3-amino-4-methoxy-piperidin-1-yl]pyrimidin-4-yl}-8-[(2R,3S)-3-(methanesulfonyl-methyl)-2-methylazetidin-1-yl]-5-(propan-2-yl)isoquinolin-3-amine